CN1C=C(C2=NC=C(C=C21)B2OC(C(O2)(C)C)(C)C)C=O 1-methyl-6-(4,4,5,5-tetramethyl-1,3,2-dioxaborolan-2-yl)pyrrolo[3,2-b]pyridine-3-carbaldehyde